5-chloro-N-(5-chloro-6-(2H-1,2,3-triazol-2-yl)pyridin-3-yl)-2,4'-difluoro-2'-((methylsulfonyl)methyl)-[1,1'-biphenyl]-4-carboxamide ClC=1C(=CC(=C(C1)C1=C(C=C(C=C1)F)CS(=O)(=O)C)F)C(=O)NC=1C=NC(=C(C1)Cl)N1N=CC=N1